(S)-2-hydroxypropyl hydrogen ((R)-3-hydroxy-2-(5-(4-methoxy-3-propoxyphenyl)pyridin-3-yl)propyl)boronate OC[C@H](CB(OC[C@H](C)O)O)C=1C=NC=C(C1)C1=CC(=C(C=C1)OC)OCCC